((3R)-7-(benzyloxy)-8-(2-chlorophenoxy)-1-methyl-2-oxo-1,2,3,4-tetrahydroquinolin-3-yl)urea C(C1=CC=CC=C1)OC1=CC=C2C[C@H](C(N(C2=C1OC1=C(C=CC=C1)Cl)C)=O)NC(=O)N